N-(3,4-difluorophenyl)palmitamide FC=1C=C(C=CC1F)NC(CCCCCCCCCCCCCCC)=O